CC1OC(CN(C1)C1=CC=C(C=C1NC)N)C 6-(2,6-dimethylmorpholino)-N1-methylbenzene-1,3-diamine